C(C)(C)(C)OOC(CCCCCCC)OOC(C)(C)C di(t-butyl-peroxy)octane